BrC1=CC=2[C@@](C3=CC=CC=C3C2C=C1)(C(=O)N1[C@@H]2CC([C@H]([C@@H]1C(=O)N[C@H](C[C@H]1C(NCCC1)=O)C#N)CC2)(F)F)O (1S,3R,4S)-2-((S)-2-bromo-9-hydroxy-9H-fluorene-9-carbonyl)-N-((R)-1-cyano-2-((S)-2-oxopiperidin-3-yl)ethyl)-5,5-difluoro-2-azabicyclo[2.2.2]octane-3-carboxamide